(1S,3S)-3-aminocyclopentane-1-carboxylic acid methyl ester hydrochloride Cl.COC(=O)[C@@H]1C[C@H](CC1)N